C(C1=CC=CC=C1)NC(C#N)C1=NC=CC=C1 2-benzylamino-2-(2-pyridinyl)acetonitrile